13-Bromo-20-fluoro-14-hydroxy-19-methoxy-10,16,16-trioxo-9-oxa-16λ6-thia-5,17-diazatetracyclo[16.3.1.111,15.02,7]tricosa-1(22),2(7),3,5,11,13,15(23),18,20-nonaene-4-carbonitrile BrC=1C=C2C(OCC=3C=NC(=CC3C=3C=C(C(=C(NS(C(C1O)=C2)(=O)=O)C3)OC)F)C#N)=O